N-(cis-1-oxido-3-thietanyl)-benzamide O=S1CC(C1)NC(C1=CC=CC=C1)=O